ClC1=NC=C2C=C(N=C(C2=C1)NC(C)C)\C=C\OC (E)-7-chloro-N-isopropyl-3-(2-methoxyvinyl)-2,6-naphthyridin-1-amine